1-[(1S,4S)-5-[4-[2,3-difluoro-4-(2-oxabicyclo[2.1.1]hexan-1-ylmethoxy)anilino]-7-fluoro-pyrido[3,2-d]pyrimidin-6-yl]-2,5-diazabicyclo[2.2.1]heptan-2-yl]prop-2-en-1-one FC1=C(NC=2C3=C(N=CN2)C=C(C(=N3)N3[C@@H]2CN([C@H](C3)C2)C(C=C)=O)F)C=CC(=C1F)OCC12OCC(C1)C2